S1C2=C(C=C1)C=C1C=C3SC=CC3=CC1=C2 naphtho[2,3-b:6,7-b']dithiophene